3-chloro-5-(1-(1-(4-fluorophenyl)ethyl)-1H-pyrazol-4-yl)pyridazine ClC=1N=NC=C(C1)C=1C=NN(C1)C(C)C1=CC=C(C=C1)F